(S)-2-amino-3-(4-(phenylmethyloxy)phenyl)propanoic acid N[C@H](C(=O)O)CC1=CC=C(C=C1)OCC1=CC=CC=C1